C(C=C)C1C(C1C=1C(CCC1C)=O)(C)C 2-(3-Allyl-2,2-dimethylcyclopropyl)-3-methylcyclopent-2-en-1-one